trans-2-[(5s,7s)-7-fluoro-5-phenyl-6,7-dihydro-5H-pyrrolo[1,2-b][1,2,4]triazole-2-carbonyl]cyclopropanecarboxylic acid F[C@H]1C[C@H](N2N=C(N=C21)C(=O)[C@H]2[C@@H](C2)C(=O)O)C2=CC=CC=C2